tert-butyl 3-((4-(5-carbamoyl-6-oxo-2-(trifluoromethyl)-1,6-dihydropyridin-3-yl)phenoxy)methyl)-4-methylpyrrolidine-1-carboxylate C(N)(=O)C1=CC(=C(NC1=O)C(F)(F)F)C1=CC=C(OCC2CN(CC2C)C(=O)OC(C)(C)C)C=C1